COC1=C(C=CC=C1)OC(CCC1=CC=C(C=C1)Cl)=O 3-(4-chlorophenyl)propionic acid 2-methoxyphenyl ester